CC(C(=O)N1N=CC2=CC3=C(C=C12)C(=C(N3C3=CC(=C(C=C3)F)OC)C(C)C)C3CCC(CC3)C(=O)OCC)(C)C ethyl 4-[1-(2,2-dimethylpropanoyl)-5-(4-fluoro-3-methoxy-phenyl)-6-isopropyl-pyrrolo[2,3-f]indazol-7-yl]cyclohexanecarboxylate